2-chloro-N-(5-(2-((4-(dimethylamino)-3-fluorocyclohexyl)-amino)-8-isopropyl-7-oxo-7,8-dihydropteridin-6-yl)-6-methyl-pyridin-2-yl)benzene-sulfonamide hydrochloride Cl.ClC1=C(C=CC=C1)S(=O)(=O)NC1=NC(=C(C=C1)C1=NC=2C=NC(=NC2N(C1=O)C(C)C)NC1CC(C(CC1)N(C)C)F)C